allyl (S)-1-(4-(acryloyloxy)-3,3-dimethyl-2-oxobutanoyl)piperidine-2-carboxylate C(C=C)(=O)OCC(C(C(=O)N1[C@@H](CCCC1)C(=O)OCC=C)=O)(C)C